CC1=NN(C(=C1)C)C=1C=CC(N(N1)C1CCN(CC1)C=1C2=C(N=CN1)SC=C2)=O 6-(3,5-dimethylpyrazol-1-yl)-2-(1-thieno[2,3-d]pyrimidin-4-ylpiperidin-4-yl)pyridazin-3-one